5-(6-((3aR,6aS)-5-acetylhexahydropyrrolo[3,4-c]pyrrol-2(1H)-yl)-2-methoxypyridin-3-yl)-6-chloro-1H-indole-3-carboxylic acid C(C)(=O)N1C[C@H]2[C@@H](C1)CN(C2)C2=CC=C(C(=N2)OC)C=2C=C1C(=CNC1=CC2Cl)C(=O)O